n-propyl-imidazolium C(CC)C=1NC=C[NH+]1